C(C)NC1=CC(=CC(=N1)N1C(C2=CC(=CC(=C2C1)C(F)(F)F)CN1CC(C1)F)=O)C1=C(C=NN1C)C1=NN=CN1C 2-(6-(Ethylamino)-4-(1-methyl-4-(4-methyl-4H-1,2,4-triazol-3-yl)-1H-pyrazol-5-yl)pyridin-2-yl)-6-((3-fluoroazetidin-1-yl)methyl)-4-(trifluoromethyl)isoindolin-1-one